ClCCCCC(=O)NC1=CC=C(C=C1)C 5-chloro-N-(p-tolyl)pentanamide